C(C)(=O)N1[C@H](CN(CC1)C(\C=C\Cl)=O)C1=CC(=CC(=C1)C=1N=NN(N1)C)Cl (S,E)-1-(4-acetyl-3-(3-chloro-5-(2-methyl-2H-tetrazol-5-yl)phenyl)piperazin-1-yl)-3-chloroprop-2-en-1-one